ethyl 2-(5-acetyl-2-methoxyphenyl)acetate C(C)(=O)C=1C=CC(=C(C1)CC(=O)OCC)OC